O=C1NC(CCC1N1C(C2=CC=C(C=C2C1=O)N1CCCC1)=O)=O 1-[2-(2,6-dioxopiperidin-3-yl)-1,3-dioxo-2,3-dihydro-1H-isoindol-5-yl]pyrrolidin